NCC1CCN(CC1)C=1NC(=C(N1)C)C(=O)OCC ethyl 2-(4-(aminomethyl)piperidin-1-yl)-4-methyl-1H-imidazole-5-carboxylate